FC=1C=CC=C2C=C(NC12)C(=O)N[C@H](C(=O)N[C@@H](C[C@H]1C(NCC1)=O)C#N)C[Si](C)(C)C 7-Fluoro-N-((R)-1-(((S)-1-cyano-2-((S)-2-oxopyrrolidin-3-yl)ethyl)amino)-1-oxo-3-(trimethylsilyl)propan-2-yl)-1H-indole-2-carboxamide